C(C)(C)(C)OC(=O)N1CC(C1)CC1=C(C=CC(=C1)Br)C(=O)OC 3-[(5-bromo-2-methoxycarbonyl-phenyl)methyl]Azetidine-1-carboxylic acid tert-butyl ester